P(=O)([O-])(Br)Br Dibromophosphate